9-(4-carbamoyl-2-nitrophenyl)-7-((oxazol-2-ylamino)methyl)-9H-carbazole-2-carboxylic acid C(N)(=O)C1=CC(=C(C=C1)N1C2=CC(=CC=C2C=2C=CC(=CC12)C(=O)O)CNC=1OC=CN1)[N+](=O)[O-]